2-fluoro-6-hydroxy-4-(2-methylazetidin-1-yl)benzaldehyde FC1=C(C=O)C(=CC(=C1)N1C(CC1)C)O